IC=1C=C2C(=NC1)OCC21CCC2(OCCO2)CC1 5-Iodo-2H-dispiro[furo[2,3-b]pyridine-3,1'-cyclohexane-4',2''-[1,3]dioxolane]